methyl 2-(oxetan-3-ylsulfanyl)pyridine-4-carboxylate O1CC(C1)SC1=NC=CC(=C1)C(=O)OC